C(C)OC(=O)C1N(C=2N(C1)C(=C(N2)C2=NC(=CC=C2)C)C2=CC=1C=NC=CC1S2)C(C)=O 1-acetyl-6-(6-methyl-pyridin-2-yl)-5-thieno[3,2-c]pyridin-2-yl-2,3-dihydro-1H-imidazo[1,2-a]imidazole-2-carboxylic acid ethyl ester